CC1(O[C@H]2[C@@H](O1)[C@@H](C[C@@H]2C=O)N2C=C(C1=C2N=CN=C1)C=1SC=CC1)C (3aR,4S,6R,6aS)-2,2-dimethyl-6-[5-(thiophen-2-yl)pyrrolo[2,3-d]pyrimidin-7-yl]-tetrahydro-3aH-cyclopenta[d][1,3]dioxole-4-carbaldehyde